CC1=C(C=CC=C1)NC(C1=CC=C(C=C1)O[C@H](C(=O)NC1=C(C=C(C=C1)Cl)F)C)=O (S)-N-(2-methylphenyl)-4-((1-((2-fluoro-4-chlorophenyl)amino)-1-oxopropan-2-yl)oxy)benzamide